C(CCCCCC(C)C)(=O)OCC(COC(CCCCCC(C)C)=O)(COCC(COC(CCCCCC(C)C)=O)(COC(CCCCCC(C)C)=O)COC(CCCCCC(C)C)=O)CO dipentaerythritol pentaisononanoate